1-(2-methoxyacetyl)-N-methyl-pyrrolidine-3-carboxamide COCC(=O)N1CC(CC1)C(=O)NC